C(C)(C)(C)OC(=O)N1CC(C(C1)C=C)OCC1=CC=CC=C1 3-(benzyloxy)-4-vinylpyrrolidine-1-carboxylic acid tert-butyl ester